ClC1=C(C=C(C=C1N1[C@H](CN(CC1)C[C@@H]1CNC(C1)=O)C)C#N)NC1=NC=2N(C(=N1)NC1CC1)N=CC2C#N 2-((2-chloro-5-cyano-3-((S)-2-methyl-4-(((S)-5-oxopyrrolidin-3-yl)methyl)piperazin-1-yl)phenyl)amino)-4-(cyclopropylamino)pyrazolo[1,5-a][1,3,5]triazine-8-carbonitrile